ClC=1C=C(C=CC1C)CC#N (3-chloro-4-methylphenyl)acetonitrile